(E)-3-(2-(4-(((2,2-difluorobenzo[d][1,3]dioxol-5-yl)methyl)amino)piperidin-1-yl)phenyl)-N-hydroxyacrylamide FC1(OC2=C(O1)C=CC(=C2)CNC2CCN(CC2)C2=C(C=CC=C2)/C=C/C(=O)NO)F